C(C)(=O)O[C@H]1[C@H](OC([C@@H]([C@H]1OC(C)=O)NC(C)=O)OCCCCCCN)COC(C)=O (2R,3R,4R,5R)-5-acetamido-2-(acetoxymethyl)-6-((6-aminohexyl)oxy)tetrahydro-2H-pyran-3,4-diyl diacetate